2-((3R,4R)-3-amino-4-methyl-pyrrolidin-1-yl)-5-(4-chloro-2-methyl-2H-indazol-5-yl)-3-methyl-3,7-dihydro-4H-pyrrolo[2,3-d]pyrimidin-4-one N[C@H]1CN(C[C@H]1C)C=1N(C(C2=C(N1)NC=C2C2=C(C1=CN(N=C1C=C2)C)Cl)=O)C